BrC=C1C[C@H](N(C1)C(=O)OC(C)(C)C)C tert-butyl (R)-4-(bromomethylene)-2-methylpyrrolidine-1-carboxylate